C1(CC1)C=1N=CC2=CC3=C(C(=C2C1)S(NCC(C)(C)F)(=O)=O)C[C@@H](C3)NC(=O)C3=CNC1=CC(=CC=C31)C N-[(7R)-3-cyclopropyl-5-[(2-fluoro-2-methylpropyl)sulfamoyl]-7,8-dihydro-6H-cyclopenta[g]Isoquinolin-7-yl]-6-methyl-1H-indole-3-carboxamide